FC(OC1=CC=C(C=C1)C1=CC=C(C=C1)SC=1N=NNC1C(=O)OC)(F)F methyl 4-((4'-(trifluoromethoxy)-[1,1'-biphenyl]-4-yl) thio)-1H-1,2,3-triazole-5-carboxylate